2-methyl-5-(((R)-3-methylmorpholino)methyl-Yl)piperazine-1-carboxylic acid tert-butyl ester C(C)(C)(C)OC(=O)N1C(CNC(C1)=CN1[C@@H](COCC1)C)C